COC1=C(C=CC=C1)C=1SC(=CN1)C=O 2-(2-methoxyphenyl)thiazole-5-carbaldehyde